Ethyl (6R)-2-(2-fluorophenyl)-6-methyl-6,7-dihydro-5H-pyrazolo[5,1-b][1,3]oxazine-3-carboxylate FC1=C(C=CC=C1)C1=NN2C(OC[C@@H](C2)C)=C1C(=O)OCC